1-(2,5-dimethoxy-4-chloro-phenyl)butan-2-amine COC1=C(C=C(C(=C1)Cl)OC)CC(CC)N